C(C1=CC=CC=C1)(=O)OC1=CC2=CC[C@H]3[C@@H]4C[C@H]([C@](CCO)([C@]4(C[C@H]4[C@@]3([C@]2(C=C1)C)O4)C)O)C 3-benzoyloxy-9,11beta-epoxy-17,21-dihydroxy-16a-methyl-pregna-1,3,5-triene